ClC1=C(C=C(C(=C1)F)C(NC1=NC=C(C=C1)COC)=O)NC(=O)C1=CN=C(S1)C N-[2-chloro-4-fluoro-5-[[5-(methoxymethyl)pyridin-2-yl]carbamoyl]phenyl]-2-methyl-1,3-thiazole-5-carboxamide